COCCCN1N=NC2=C1C=C(C=C2)C#CC2=C1C=C(N=CC1=C(N=C2)NC)C2(CC2)C(=O)N (5-((1-(3-methoxypropyl)-1H-benzo[d][1,2,3]triazol-6-yl)ethynyl)-8-(methylamino)-2,7-naphthyridin-3-yl)cyclopropanecarboxamide